2-(benzofuran-3-yl)-4,4,5,5-tetramethyl-1,3,2-dioxaborolan O1C=C(C2=C1C=CC=C2)B2OC(C(O2)(C)C)(C)C